CC1OC2=C(OC1)C=CC(=C2)CO (3-methyl-2,3-dihydro-1,4-benzodioxin-6-yl)methanol